2-(4-Acryloyl-piperazin-2-yl)acetonitrile C(C=C)(=O)N1CC(NCC1)CC#N